CN1N=C(C2=CC=CC=C12)C(=O)N1C[C@H](CC1)OC1=CC=C(C=C1)C1=NOC(=N1)C1COCC1 (S)-(1-methyl-1H-indazol-3-yl)(3-(4-(5-(tetrahydrofuran-3-yl)-1,2,4-oxadiazol-3-yl)phenoxy)pyrrolidin-1-yl)methanone